ClC1=NC=C2C(=N1)N(N=C2)C[C@H]2N(CCC2)C(=O)OC(C)(C)C tert-butyl (2S)-2-[(6-chloropyrazolo[3,4-d]pyrimidin-1-yl)methyl]pyrrolidine-1-carboxylate